6-(Maleimidyl)hexanoic acid succinimidyl ester C1(CCC(N1OC(CCCCCN1C(C=CC1=O)=O)=O)=O)=O